7-[dimethyl(oxo)-λ5-phosphoranyl]-3-(2-{[(1S,3S)-3-{[4-(methylamino)butyl]amino}cyclopentyl]amino}-5-(trifluoromethyl)pyrimidin-4-yl)-1H-indole-6-carboxylic acid CP(C=1C(=CC=C2C(=CNC12)C1=NC(=NC=C1C(F)(F)F)N[C@@H]1C[C@H](CC1)NCCCCNC)C(=O)O)(=O)C